{[(4-nitrophenyl)sulfonyl]imino}phenyl-λ3-iodane [N+](=O)([O-])C1=CC=C(C=C1)S(=O)(=O)N=IC1=CC=CC=C1